O=C1NC(CC[C@H]1N1C(C2=CC=C(C(=C2C1=O)CC)N1CCN(CC1)C1CC(C1)OC1CCN(CC1)C(=O)OC(C)(C)C)=O)=O tert-butyl 4-[(1r,3r)-3-{4-[2-(2,6-dioxopiperidin-3-yl)-4-ethyl-1,3-dioxoisoindol-5-yl]piperazin-1-yl}cyclobutoxy]piperidine-1-carboxylate